N1=C(N=CC=C1)N1C=CC=2C(NC=CC21)=O 1-(pyrimidin-2-yl)-1H,4H,5H-pyrrolo[3,2-c]pyridin-4-one